N-(3-chloro-4-methylphenyl)-3-[2-(2,6-dioxo-hexahydropyridin-3-yl)-3-oxo-2,3-dihydro-1H-isoindol-5-yl]propionamide ClC=1C=C(C=CC1C)NC(CCC=1C=C2C(N(CC2=CC1)C1C(NC(CC1)=O)=O)=O)=O